(4-chlorophenyl)-5-(4-methyl-piperazin-1-yl)-4,5,6,7-tetrahydro-2H-indazol-3-ol hydrochloride Cl.ClC1=CC=C(C=C1)N1N=C2CCC(CC2=C1O)N1CCN(CC1)C